FC1=C(N=CC2=C1N=CN=C2N2CCNCC2)C2=CC=CC1=CC(=CC=C21)C 8-fluoro-7-(6-methylnaphthalen-1-yl)-4-(piperazin-1-yl)pyrido[4,3-d]pyrimidine